[Si](C)(C)(C(C)(C)C)OCC=1N=C(C2=C(N1)C(=CO2)C2=C(C=C(C=C2)N2CCOCC2)OC)NC 2-(((tert-Butyldimethylsilyl)oxy)methyl)-7-(2-methoxy-4-morpholinophenyl)-N-methylfuro[3,2-d]pyrimidin-4-amine